tri(2-butyl)ammonium tetra(pentafluorophenyl)borate FC1=C(C(=C(C(=C1[B-](C1=C(C(=C(C(=C1F)F)F)F)F)(C1=C(C(=C(C(=C1F)F)F)F)F)C1=C(C(=C(C(=C1F)F)F)F)F)F)F)F)F.CC(CC)[NH+](C(C)CC)C(C)CC